C(C)OC(C(C(CCCCCCCCC)CCCCCCCCC)O[Si](C1=CC=CC=C1)(C1=CC=CC=C1)C(C)(C)C)=O ((tert-butyldiphenylsilyl)oxy)-3-nonyldodecanoic acid ethyl ester